2-(3-chloro-4,5-dihydroxyphenyl)-3,5,7-trihydroxy-4H-chromen-4-one ClC=1C=C(C=C(C1O)O)C=1OC2=CC(=CC(=C2C(C1O)=O)O)O